(Z)-3-bromo-N-hydroxybenzimidoyl chloride BrC=1C=C(/C(=N/O)/Cl)C=CC1